5-bromo-8-chloro-6-methylquinolin-2-ol BrC1=C2C=CC(=NC2=C(C=C1C)Cl)O